COS(=O)(=O)[O-].OCC[N+](C)(CCO)CCO tris-(2-hydroxyethyl)-methylammonium methyl-sulfate